Cl.COCCNC(C)=O N-(2-methoxyethyl)acetamide, hydrochloride